CC1=NN(C(=C1)C)CCC(=O)N1[C@@H](C[C@H](C1)F)C(=O)N[C@H](C1=CC=C(C=C1)C(C)C)C1=CC=CC=C1 (2S,4R)-1-[3-(3,5-dimethyl-1H-pyrazol-1-yl)propanoyl]-4-fluoro-N-[(S)-phenyl[4-(propan-2-yl)phenyl]methyl]pyrrolidine-2-carboxamide